1'-((4-ethoxy-3-(1-methyl-7-oxo-3-propyl-6,7-dihydro-1H-pyrazolo[4,3-d]pyrimidin-5-yl)phenyl)sulfonyl)-[1,3'-biazetidin]-3-yl nitrate [N+](=O)(OC1CN(C1)C1CN(C1)S(=O)(=O)C1=CC(=C(C=C1)OCC)C=1NC(C2=C(N1)C(=NN2C)CCC)=O)[O-]